3-decyl dimethylaminopropanesulfonate CN(C)C(CC)S(=O)(=O)OC(CC)CCCCCCC